ethyl 1-tert-butylimidazole-4-carboxylate C(C)(C)(C)N1C=NC(=C1)C(=O)OCC